rac-((1S,2S)-2-(((tert-butyldimethylsilyl)oxy)methyl)cyclopropyl)methanol [Si](C)(C)(C(C)(C)C)OC[C@@H]1[C@H](C1)CO |r|